N,N-bis(3-methoxybenzyl)pyridin-4-amine COC=1C=C(CN(C2=CC=NC=C2)CC2=CC(=CC=C2)OC)C=CC1